N6-(methyl-((2S,3R,4R,5R)-2,3,4,5,6-pentahydroxyhexyl)carbamoyl)-L-lysine CN(C(=O)NCCCC[C@H](N)C(=O)O)C[C@@H]([C@H]([C@@H]([C@@H](CO)O)O)O)O